(1-(4,5-dimethyl-6-oxo-1,6-dihydropyrimidin-2-yl)-3-methyl-1H-pyrazol-5-yl)-4-hydroxy-3-methylbenzamide CC=1N=C(NC(C1C)=O)N1N=C(C=C1C1=C(C(=O)N)C=CC(=C1C)O)C